[N+](=O)([O-])[O-].[Fe+] iron(I) nitrate